Dihydroxydiphenyl-methyl-propyl-methane OC(CC)(C(C)(C1=CC=CC=C1)C1=CC=CC=C1)O